FC1=C2CN(C(C2=CC(=C1OC)CC1=CC=C(C=C1)N1N=CC=C1)=O)[C@H]1[C@@H](CCC1)O |r| rac-4-fluoro-2-(trans-2-hydroxycyclopentyl)-5-methoxy-6-(4-(1H-pyrazol-1-yl)benzyl)isoindolin-1-one